6,7-dichloro-2-methyl-1,2,3,4-tetrahydroquinoxaline ClC=1C=C2NCC(NC2=CC1Cl)C